C1(=CCCCC1)N1C(C=CC(=C1)OC1=C(C=C(C=C1Cl)[N+](=O)[O-])Cl)=O 1-(cyclohex-1-en-1-yl)-5-(2,6-dichloro-4-nitrophenoxy)pyridin-2(1H)-one